CC1(CCN(CC1)CC=1C=NC=C(C1)C1=CC=CC=C1)C 3-((4,4-dimethylpiperidin-1-yl)methyl)-5-phenylpyridine